1-(4-(((1s,3s)-3-(aminomethyl)cyclobutyl)methoxy)phenyl)-3-((2-(2,6-dioxopiperidin-3-yl)-1-oxoisoindolin-5-yl)methyl)urea NCC1CC(C1)COC1=CC=C(C=C1)NC(=O)NCC=1C=C2CN(C(C2=CC1)=O)C1C(NC(CC1)=O)=O